CC1OC2=CC=CC=C2OCCOCCOCCOCCOC1 3-Methyl-2,5,8,11,14,17-hexaoxabicyclo[16.4.0]docosa-1(22),18,20-triene